bis-(t-butylperoxyisopropyl)benzene tert-butyl-6-[[5-(difluoromethyl)-2-(2-trimethylsilylethoxymethyl)pyrazol-3-yl]methyl]-2-azaspiro[3.3]heptane-2-carboxylate C(C)(C)(C)OC(=O)N1CC2(C1)CC(C2)CC=2N(N=C(C2)C(F)F)COCC[Si](C)(C)C.C(C)(C)(C)OOC(C)(C)C2=C(C=CC=C2)C(C)(C)OOC(C)(C)C